2-(3-fluoro-4-nitrophenyl)-1,3-oxazole FC=1C=C(C=CC1[N+](=O)[O-])C=1OC=CN1